2-(2-((5-fluorobenzo[d]oxazol-2-yl)amino)benzo[d]oxazol-5-yl)propan-2-ol FC=1C=CC2=C(N=C(O2)NC=2OC3=C(N2)C=C(C=C3)C(C)(C)O)C1